benzyl (S)-3-(prop-1-en-2-yl)piperidine-1-carboxylate C=C(C)[C@H]1CN(CCC1)C(=O)OCC1=CC=CC=C1